BrC1=CC=CC(=N1)OCC1=C(C=C(C#N)C=C1)F 4-((6-bromo-2-pyridyl)oxymethyl)-3-fluoro-benzonitrile